C(C)(C)(C)OC(=O)N1C[C@@H](N(C[C@H]1C)CC(=O)N1CC(C2=CC=C(C=C12)CC1=CC=C(C=C1)F)(C(=O)OC)C)CN1[C@@H](COCC1)C Methyl 1-(2-((2S,5R)-4-(tert-butoxycarbonyl)-5-methyl-2-(((R)-3-methylmorpholino) methyl) piperazin-1-yl) acetyl)-6-(4-fluorobenzyl)-3-methylindoline-3-carboxylate